methyl trifluoropropyl ether FC(CCOC)(F)F